Cl.FC(C(=O)C=1NC=C(N1)[C@H](C)C1=CC=NC=C1)(F)F (R)-2,2,2-Trifluoro-1-(4-(1-(pyridin-4-yl)ethyl)-1H-imidazol-2-yl)ethan-1-one hydrochloride